Bromo(4-pyridinyl)zinc Br[Zn]C1=CC=NC=C1